FC(C1=C(C=CC=C1)C1=CC=C(O1)C=C1C(C2=C(S1)C=CC=C2)=O)(F)F 2-[[5-[2-(Trifluoromethyl)phenyl]-2-furanyl]methylene]benzo[b]thiophen-3(2H)-one